BrC=1C(NC(N([C@H]2C[C@H](O)[C@@H](CO)O2)C1)=O)=O 5-Bromo-DesoxyUridin